C(C1=CC=CC=C1)N1N=NC(=C1)CNC=1[Se]C2=C(N1)C=CC=C2 N-((1-benzyl-1H-1,2,3-triazole-4-yl)methyl)benzo[d][1,3]selenazol-2-amine